C(C)(C)C=1C(=NNC1C=1C=C(C=2N(C1)N=CN2)OC)C2=CC=C(C=C2)C2CN(C2)C2CCOCC2 6-(4-isopropyl-3-(4-(1-(tetrahydro-2H-pyran-4-yl)azetidin-3-yl)phenyl)-1H-pyrazol-5-yl)-8-methoxy-[1,2,4]triazolo[1,5-a]pyridine